FC1=C(C=C(C=C1)F)C1=CC(=CC=C1)C[C@@H]1N(CC([C@@H]1NS(=O)(=O)C)(F)F)C(C(C)C)=O N-[(2S,3R)-2-[(2',5'-difluoro[1,1'-biphenyl]-3-yl)methyl]-4,4-difluoro-1-(2-methylpropanoyl)pyrrolidin-3-yl]-methanesulfonamide